COC1(CCN(CC1)C1=CC=C(C=C1)NC=1C=CC2=C(OCC(N2)=O)C1)C(F)(F)F 7-((4-(4-methoxy-4-(trifluoromethyl)piperidin-1-yl)phenyl)amino)-2H-benzo[b][1,4]oxazin-3(4H)-one